CC(C(=O)O)=C(CC)C 2,3-dimethyl-2-pentenoic acid